3-(2-methyl-6-morpholin-4-ylpyridin-4-yl)oxy-4-[5-(morpholin-4-ylmethyl)pyridin-2-yl]benzonitrile CC1=NC(=CC(=C1)OC=1C=C(C#N)C=CC1C1=NC=C(C=C1)CN1CCOCC1)N1CCOCC1